dimethyl-bis(4-aminophenyl)silane C[Si](C1=CC=C(C=C1)N)(C1=CC=C(C=C1)N)C